BrC1=C2C=CC(=NC2=C(C=C1)NC(C)=O)C=O N-(5-BROMO-2-FORMYL-QUINOLIN-8-YL)-ACETAMIDE